BrC=1C=C(C(=NC1)N1CCNCC1)Cl 1-(5-bromo-3-chloro-2-pyridinyl)piperazine